ClC1=CC2=C(N=C3N(C2=O)CCC3)C(=N1)C13CC(C1)(C3)C(F)(F)F 3-Chloro-1-(3-(trifluoromethyl)bicyclo[1.1.1]pentan-1-yl)-8,9-dihydropyrido[3,4-d]pyrrolo[1,2-a]pyrimidin-5(7H)-one